O1CCOC2=C1C=CC=C2C2=NC(=CC(=C2)NC(=O)[C@H]2CNCCO2)OC (R)-Morpholine-2-carboxylic acid [2-(2,3-dihydro-benzo[1,4]dioxin-5-yl)-6-methoxy-pyridin-4-yl]-amide